perhydroquinolinyl-triethoxysilane N1(CCCC2CCCCC12)[Si](OCC)(OCC)OCC